CC(C(=O)OC1CCCC1)N1C(C=CC1=O)=O N-(1-methyl-1-cyclopentyloxycarbonylmethyl)maleimide